4-[8-(2-Fluoro-4-methoxy-phenyl)-3-hydroxy-quinolin-2-yl]-4-oxo-butyric acid ethyl ester C(C)OC(CCC(=O)C1=NC2=C(C=CC=C2C=C1O)C1=C(C=C(C=C1)OC)F)=O